(2S,2'S)-4,4'-((pentane-1,5-diylbis(oxy))bis(6-methoxyisoindoline-5,2-diyl))bis(2-methyl-4-oxobutanoic acid) C(CCCCOC=1C=C2CN(CC2=CC1OC)C(C[C@@H](C(=O)O)C)=O)OC=1C=C2CN(CC2=CC1OC)C(C[C@@H](C(=O)O)C)=O